C(C)C1=CC(=NC=C1)NCC1=CC(=C(C(=C1)O)N1CC(NS1(=O)=O)=O)F 5-[4-[[(4-ethyl-2-pyridinyl)amino]methyl]-2-fluoro-6-hydroxy-phenyl]-1,1-dioxo-1,2,5-thiadiazolidin-3-one